((R)-2-(2-Chloro-3-fluorophenyl)-4-cyclopropylpiperazin-1-yl)-N-((R,E)-4-(methylsulfonyl)but-3-en-2-yl)pyrazine-2-carboxamide ClC1=C(C=CC=C1F)[C@H]1N(CCN(C1)C1CC1)C=1C(=NC=CN1)C(=O)N[C@H](C)\C=C\S(=O)(=O)C